C(C)OC(CCC(=O)C1=NC(=CC(=C1O)C#N)CC1=C(C(=CC=C1)Cl)Cl)=O 4-[4-Cyano-6-(2,3-dichloro-benzyl)-3-hydroxy-pyridin-2-yl]-4-oxo-butyric acid ethyl ester